FC(C1=NN(C(=C1)C)C1=NC(=CC=C1C(C)=O)N1C=NC2=C1C=NC(=C2)NC=2N=NC(=CC2)C)F [2-[3-(difluoromethyl)-5-methyl-pyrazol-1-yl]-6-[6-[(6-methylpyridazin-3-yl)amino]imidazo[4,5-c]pyridin-3-yl]-3-pyridinyl]ethanone